N1=CC(=CC=C1)C1=CC=C(C=C1)CC(=O)ON1C(CCC1=O)=O 2,5-dioxopyrrolidin-1-yl 2-(4-(pyridin-3-yl)phenyl)acetate